tert-butyl (2-(3-fluorophenyl)-1-hydroxy-3-(5-methyl-2-thioxo-2,3-dihydro-1H-benzo[d]imidazol-1-yl)propan-2-yl)carbamate FC=1C=C(C=CC1)C(CO)(CN1C(NC2=C1C=CC(=C2)C)=S)NC(OC(C)(C)C)=O